triallyl(3,3,3-trifluoropropyl)ammonium C(C=C)[N+](CCC(F)(F)F)(CC=C)CC=C